(S)-tert-butyl (2-((tert-butoxycarbonyl)amino)propyl)(4-(1,3-dioxoisoindolin-2-yl)butyl)carbamate C(C)(C)(C)OC(=O)N[C@H](CN(C(OC(C)(C)C)=O)CCCCN1C(C2=CC=CC=C2C1=O)=O)C